FC(C(=O)O)(F)F.N1C(CCCC1=O)=O piperidine-2,6-dione trifluoroacetate